bis(2,3,5,6-tetrahydrobenzo[1,2-b:5,4-b']difuran-8-yl)phosphine chloride [Cl-].O1C2=C(CC1)C=C1C(OCC1)=C2PC2=C1OCCC1=CC1=C2OCC1